COC1=CC=C2NC=C(CCN(C(C)C)C)C2=C1 5-methoxy-N-methyl-N-isopropyl-tryptamine